((2S,5R)-4-(3-(dimethylamino)-2,2-dimethylpropanoyl)-5-methyl-2-phenylpiperazin-1-yl)-2-oxo-N-(1H-pyrazolo[4,3-c]pyridin-7-yl)acetamide CN(CC(C(=O)N1C[C@@H](N(C[C@H]1C)C(C(=O)NC=1C2=C(C=NC1)C=NN2)=O)C2=CC=CC=C2)(C)C)C